3-ALLYLOXYPHENYLBORONIC ACID C(C=C)OC=1C=C(C=CC1)B(O)O